CSC=1N(C(C(=CN1)NCCCC1=CC=CC=C1)=O)CC(=O)OC(C)(C)C tertbutyl 2-(2-(methylthio)-6-oxo-5-((3-phenylpropyl)amino)pyrimidin-1(6H)-yl)acetate